tert-butyl (S)-(4-(4-(3-amino-2-methylphenyl)-3-chloropyridin-2-yl)-2-methoxybenzyl)((5-oxopyrrolidin-2-yl)methyl)carbamate NC=1C(=C(C=CC1)C1=C(C(=NC=C1)C1=CC(=C(CN(C(OC(C)(C)C)=O)C[C@H]2NC(CC2)=O)C=C1)OC)Cl)C